(S)-2-(4-(4-methylpyrazolo[1,5-a]pyridin-2-yl)-6,7-dihydro-1H-imidazo[4,5-c]pyridin-5(4H)-yl)pyrimidin-5-amine CC=1C=2N(C=CC1)N=C(C2)[C@H]2N(CCC1=C2N=CN1)C1=NC=C(C=N1)N